FC(O[C@H]1C[C@H](C1)C(=O)O)(F)F (cis)-3-(trifluoromethoxy)cyclobutanecarboxylic acid